C1(CC(O)(C(=O)[O-])CC(=O)OCCCCCCCCCCCCCCCCO1)=O butane-1,4-diylbis-hexyl citrate